FC([C@@H](C1=CC=C(C=C1)F)N1N=CC(=C1)C1=NC=C(C(=N1)C1=CC=2N(C=C1)N=C(N2)N2C(=CC=C2C)C)C)(C)F (R)-7-(2-(1-(2,2-difluoro-1-(4-fluorophenyl)-propyl)-1H-pyrazol-4-yl)-5-methylpyrimidin-4-yl)-2-(2,5-dimethyl-1H-pyrrol-1-yl)-[1,2,4]-triazolo[1,5-a]pyridine